N-(1,2-dimyristyloxyprop-3-yl)-N,N-dimethyl-N-hydroxyethyl-ammonium C(CCCCCCCCCCCCC)OCC(C[N+](CCO)(C)C)OCCCCCCCCCCCCCC